amino-9,9-diphenylfluorene NC1=CC=CC=2C3=CC=CC=C3C(C12)(C1=CC=CC=C1)C1=CC=CC=C1